C(C)(C)(C)OC(=O)N[C@@H]1[C@H](CN(CC1)C(=O)OCC1=CC=CC=C1)O |r| benzyl rac-(3S,4S)-4-(tert-butoxycarbonylamino)-3-hydroxy-piperidine-1-carboxylate